3-(ethylsulfonamido)-pyrrolidine-1-carboxylate C(C)S(=O)(=O)NC1CN(CC1)C(=O)[O-]